2-amino-N-((1r,4s)-4-hydroxy-4-methylcyclohexyl)-5-(4-((1s,5r)-3-(tetrahydro-2H-pyran-4-yl)-3-azabicyclo[3.1.0]hex-1-yl)phenyl)nicotinamide NC1=C(C(=O)NC2CCC(CC2)(C)O)C=C(C=N1)C1=CC=C(C=C1)[C@]12CN(C[C@@H]2C1)C1CCOCC1